NN([C@@H](CC1=CNC=N1)C(=O)O)C(CCC)=O amino-butyryl-histidine